C(#N)C=1C=CC(=NC1)N1CCN(CC1)C(CCCN(C(OC(C)(C)C)=O)C1=NN(C(C(=C1)C(F)(F)F)=O)COCC[Si](C)(C)C)=O tert-butyl N-[4-[4-(5-cyano-2-pyridyl)piperazin-1-yl]-4-oxo-butyl]-N-[6-oxo-5-(trifluoromethyl)-1-(2-trimethylsilylethoxymethyl)pyridazin-3-yl]carbamate